methylene-6-((5-isopropyl-1-(2,5-difluorobenzyl)imidazol-4-yl)methylene)piperazine-2,5-dione C=C1C(NC(C(N1)=O)=CC=1N=CN(C1C(C)C)CC1=C(C=CC(=C1)F)F)=O